COC=1C=C(C=CC1OC)[C@@H](C)NC(\C=C\C1=CNC2=NC=CC(=C21)C2=CC=C(C=C2)C2CCN(CC2)C)=O (R,E)-N-(1-(3,4-dimethoxyphenyl)ethyl)-3-(4-(4-(1-methylpiperidin-4-yl)phenyl)-1H-pyrrolo[2,3-b]pyridin-3-yl)acrylamide